benzyl 2-[[3-[2-[2-[tert-butoxycarbonyl(methyl)amino]ethoxy]phenyl]-2-fluoro-phenyl]methyl]-3-(fluoromethylsulfonylamino)-4-methyl-pyrrolidine-1-carboxylate C(C)(C)(C)OC(=O)N(CCOC1=C(C=CC=C1)C=1C(=C(C=CC1)CC1N(CC(C1NS(=O)(=O)CF)C)C(=O)OCC1=CC=CC=C1)F)C